C(C)(C)(C)[Si](OCCN1CC(OC(C1)CCCCCC(=O)OCCCCCCCCC)CCCCCC(=O)OC(CCCCCCCC)CCCCCCCC)(C)C 1-octylnonyl 6-(4-{2-[(tert-butyl)bis(methyl)siloxy]ethyl}-6-[5-(nonyloxycarbonyl)pentyl]-2-morpholinyl)hexanoate